5-(3-(sec-butyl)-2-oxo-2,3,4,5-tetrahydro-1H-benzo[1,4]diazepine-4-carbonyl)-1H-pyrrolo[3,2-b]pyridine-2-carboxamide C(C)(CC)C1C(NC2=C(CN1C(=O)C1=CC=C3C(=N1)C=C(N3)C(=O)N)C=CC=C2)=O